(E)-1-(4-((3-fluorophenyl)sulfonyl)piperazin-1-yl)-3-(4-hydroxy-3-methoxyphenyl)prop-2-en-1-one FC=1C=C(C=CC1)S(=O)(=O)N1CCN(CC1)C(\C=C\C1=CC(=C(C=C1)O)OC)=O